NC1=NC=NN2C1=CC=C2[C@]2([C@@H]([C@@H]([C@H](O2)COP(=O)(OC2=CC=CC=C2)N[C@H](C(=O)OC2CCC2)C)O)O)C#N (2S)-cyclobutyl 2-(((((2R,3S,4R,5R)-5-(4-aminopyrrolo[2,1-f][1,2,4]triazin-7-yl)-5-cyano-3,4-dihydroxytetrahydrofuran-2-yl)methoxy)(phenoxy)phosphoryl)amino)propanoate